Cl.O1C2=C(NCC1)C=C(C=C2)C(=O)N 3,4-dihydro-2H-benzo[b][1,4]oxazine-6-carboxamide hydrochloride